N-(4-bromobenzyl)p-toluenesulfonamide BrC1=CC=C(CNS(=O)(=O)C2=CC=C(C)C=C2)C=C1